1-(4-(6-chloro-8-fluoro-7-(4-methyl-6-(methylamino)-3-(trifluoromethyl)pyridin-2-yl)-2-((1-methylpyrrolidin-2-yl)methoxy)quinazolin-4-yl)-3-methylpiperazin-1-yl)prop-2-en-1-one ClC=1C=C2C(=NC(=NC2=C(C1C1=NC(=CC(=C1C(F)(F)F)C)NC)F)OCC1N(CCC1)C)N1C(CN(CC1)C(C=C)=O)C